CS(=O)(=O)O[C@@H]1COC2(CN(C2)C(=O)O)C1.S(CCC(CC)=O)CCC(CC)=O thiodipropione (S)-7-((methylsulfonyl)oxy)-5-oxa-2-azaspiro[3.4]octane-2-carboxylate